6,7-dichloro-9-ethoxy-10-(1H-pyrazol-4-yl)-1,2,3,4-tetrahydropyrazino[1,2-a]indole ClC1=C(C=C(C=2C(=C3N(C12)CCNC3)C=3C=NNC3)OCC)Cl